cyclopropyl-6-hydroxyquinoline-2-carboxylic acid ethyl ester C(C)OC(=O)C1=NC2=CC=C(C=C2C=C1C1CC1)O